C(O)(O)=O.C(C)C1=CC=C(C=C1)[N+](=O)[O-] ethyl-(4-nitrobenzene) carbonate